2-chloro-N-(6-methoxybenzo[d][1,3]dioxol-5-yl)acetamide ClCC(=O)NC1=CC2=C(OCO2)C=C1OC